ClC1=C(C(C2=CC=CC=C2C1=O)=O)NCC1=CC=C(C(=O)NC=2C=C3C(=NC2)NC=C3)C=C1 4-((3-chloro-1,4-bisoxo-1,4-dihydronaphthalen-2-ylamino)methyl)-N-(1H-pyrrolo[2,3-b]pyridin-5-yl)benzamide